4-(ethoxymethyl)piperidin C(C)OCC1CCNCC1